C(N)([S-])=S.NCC(CO)O.[Na+] sodium 3-amino-1,2-propanediol dithiocarbamate